5-(2,5-Dioxooxolan-3-yl)-8-[2-[4-[hydroperoxy-[4-[(E)-3-oxo-3-phenylprop-1-enyl]phenyl]methyl]phenyl]-2-hydroxyethoxy]-3a,4,5,9b-tetrahydrobenzo[e][2]benzofuran-1,3-dione O=C1OC(CC1C1CC2C(C(OC2=O)=O)C2=C1C=CC(=C2)OCC(O)C2=CC=C(C=C2)C(C2=CC=C(C=C2)\C=C\C(C2=CC=CC=C2)=O)OO)=O